ClC1=C2C(=CN=C1)NC(=C2)C(=O)NC2CCC1(C(C1)(F)F)CC2 4-chloro-N-(2,2-difluorospiro[2.5]octan-6-yl)-1H-pyrrolo[2,3-c]pyridine-2-carboxamide